N(=[N+]=[N-])C1=C(C(=O)O)C=CC(=C1)C(=O)O 2-azido-terephthalic acid